sodium dilinoleate C(CCCCCCC\C=C/C\C=C/CCCCC)(=O)[O-].C(CCCCCCC\C=C/C\C=C/CCCCC)(=O)[O-].[Na+].[Na+]